6-amino-9-benzyl-N-isobutyl-N-methyl-8-oxo-2-(propylsulfonylamino)purine-7-carboxamide NC1=C2N(C(N(C2=NC(=N1)NS(=O)(=O)CCC)CC1=CC=CC=C1)=O)C(=O)N(C)CC(C)C